NC1=NC(=C(C=C1C=1C=C2CC(NC(C2=CC1)=O)CN(C(OC(C)(C)C)=O)C)C1=CC=C(C=C1)Cl)F tert-butyl ((6-(2-amino-5-(4-chlorophenyl)-6-fluoropyridin-3-yl)-1-oxo-1,2,3,4-tetrahydroisoquinolin-3-yl)methyl)(methyl)carbamate